2-amino-5-(methoxymethyl)-1H-indole-3-carbonitrile NC=1NC2=CC=C(C=C2C1C#N)COC